C=CC1=CC=CC=C1Cl o-chlorostyrene